IC1=CC=NN1C1OCCCC1 5-Iodo-1-(tetrahydropyran-2-yl)pyrazole